BrC=1C=CC(=C(C1)N(C=O)C=1SC=CC1)F 5-bromo(2-thienyl)-N-(2-fluorophenyl)formamide